N-acetyl-N-methyl-4-(7-Methoxy-1-methyl-β-carbolin-9-yl)butylamine C(C)(=O)N(C)CCCCN1C2=CC(=CC=C2C=2C=CN=C(C12)C)OC